ethyl 2-(benzyl(3-methoxybenzyl)amino)thiazole-4-carboxylate C(C1=CC=CC=C1)N(C=1SC=C(N1)C(=O)OCC)CC1=CC(=CC=C1)OC